methyl 2-(4-bromo-3-chloro-2-nitro-anilino)propanoate BrC1=C(C(=C(NC(C(=O)OC)C)C=C1)[N+](=O)[O-])Cl